[Cl-].C1(=CC=CC=C1)PC1=CC=CC=C1 Diphenyl-Phosphine Chloride